1-(5,8-dichloro-4-((4-(pentafluoro-lambda6-sulfanyl)phenyl)amino)-2-(pyrimidin-5-ylsulfinyl)quinolin-3-yl)ethan-1-one ClC1=C2C(=C(C(=NC2=C(C=C1)Cl)S(=O)C=1C=NC=NC1)C(C)=O)NC1=CC=C(C=C1)S(F)(F)(F)(F)F